2-(4-methoxybenzoyl)-1,2,3,4-tetrahydroisoquinoline-6-carboxylic acid COC1=CC=C(C(=O)N2CC3=CC=C(C=C3CC2)C(=O)O)C=C1